(R,2S)-N'-((1,2,3,5,6,7-hexahydro-s-indacen-4-yl)carbamoyl)-2-(methoxymethyl)-2,3-dihydropyrazolo[5,1-b]oxazole-7-sulfonimidamide C1CCC2=C(C=3CCCC3C=C12)NC(=O)N=[S@](=O)(N)C=1C=NN2C1O[C@@H](C2)COC